(4-amino-1-isopropyl-pyrazolo[3,4-d]pyrimidin-3-yl)-N-(1,3,4-thiadiazol-2-yl)-1H-indole-2-carboxamide NC1=C2C(=NC=N1)N(N=C2N2C(=CC1=CC=CC=C21)C(=O)NC=2SC=NN2)C(C)C